FC1=CC=C(C=C1)[C@H]1[C@@H](CNCC1)COC1=CC=C(OCC(=O)O)C=C1 2-(4-(((3S,4R)-4-(4-fluorophenyl)piperidin-3-yl)methoxy)phenoxy)acetic acid